F[C@H]1CN(C[C@@H]1NC1=NC(=CC(=C1)F)C1=CN=C2N1C=C(N=C2)C(C(F)(F)F)(C)O)C(=O)OC(C)(C)C (3S,4S)-tert-butyl 3-fluoro-4-((4-fluoro-6-(6-(1,1,1-trifluoro-2-hydroxypropan-2-yl)imidazo[1,2-a]pyrazin-3-yl)pyridin-2-yl)amino)pyrrolidine-1-carboxylate